N,N-didodecyl-2,2,2-trifluoroethylammonium tetrakis(pentafluorophenyl)borate FC1=C(C(=C(C(=C1[B-](C1=C(C(=C(C(=C1F)F)F)F)F)(C1=C(C(=C(C(=C1F)F)F)F)F)C1=C(C(=C(C(=C1F)F)F)F)F)F)F)F)F.C(CCCCCCCCCCC)[NH+](CCCCCCCCCCCC)CC(F)(F)F